ClC1=C(C(=O)N[C@H](C(=O)O)CC2=CC=C(C=3C=CC=NC23)C=2C(N(C3=CC(=CC=C3C2C)F)C)=O)C(=CC=C1)Cl (S)-2-(2,6-dichlorobenzoylamino)-3-(7-fluoro-1,4-dimethyl-2-oxo-1,2-dihydro-[3,5'-biquinoline]-8'-yl)propionic acid